[Re].[Cu].[Co] cobalt-copper-rhenium